N'-hydroxy-5-((3-(5-(trifluoromethyl)pyridin-2-yl)-1,2,4-oxadiazol-5-yl)amino)pyrazine-2-carboxamide ON1C(=NOC1NC=1N=CC(=NC1)C(=O)N)C1=NC=C(C=C1)C(F)(F)F